BrC1=C(C=CC2=C1[C@@H]([C@](O2)(C2=CC=CC=C2)CNC(OCCCC)=O)C)Cl |o1:7,8| butyl (((2S*,3S*)-4-bromo-5-chloro-3-methyl-2-phenyl-2,3-dihydrobenzofuran-2-yl)methyl)carbamate